Cl.C(C)OC1=CC=C2C=CC=C(C2=C1)CCN 2-(7-ethoxynaphthyl)ethylamine hydrochloride